(2,2,6,6-tetramethylpiperidyl)aminopropyltrimethoxysilane CC1(N(C(CCC1)(C)C)NCCC[Si](OC)(OC)OC)C